COC(CCO)(OC)OC trimethoxypropanol